(6S)-4-(8-Fluoro-2-(((2R,7aS)-2-fluorotetrahydro-1H-pyrrolizin-7a(5H)-yl)methoxy)-7-(6-methyl-5-((Z)-prop-1-en-1-yl)-1H-indazol-4-yl)quinazolin-4-yl)-6-methyl-1,4-oxazepan-6-ol FC=1C(=CC=C2C(=NC(=NC12)OC[C@]12CCCN2C[C@@H](C1)F)N1CCOC[C@](C1)(O)C)C1=C2C=NNC2=CC(=C1\C=C/C)C